2-[[6-(hydroxymethyl)-3-azabicyclo[3.1.0]hexane-3-carbonyl]amino]-4-[2-phenoxyethyl-[4-(5,6,7,8-tetrahydro-1,8-naphthyridin-2-yl)butyl]amino]butanoic acid OCC1C2CN(CC12)C(=O)NC(C(=O)O)CCN(CCCCC1=NC=2NCCCC2C=C1)CCOC1=CC=CC=C1